C1(=CC=CC=C1)S(=O)(=O)N1C=C(C2=CC=CC=C12)C1=NC(=NC=C1Cl)NC=1C=C(C=CC1)NC(C1=CC=C(C=C1)NC(\C=C\CBr)=O)=O N-[3-([4-[1-(benzenesulfonyl)indol-3-yl]-5-chloropyrimidin-2-yl]amino)phenyl]-4-[(2E)-4-bromobut-2-enamido]benzamide